(3R,4S)-3-Cyclopropyl-1-(6-(5-methoxypyridin-2-yl)pyrazolo[1,5-a]pyrazin-4-yl)-4-methyl-2-oxopyrrolidine-3-carbonitrile C1(CC1)[C@]1(C(N(C[C@H]1C)C=1C=2N(C=C(N1)C1=NC=C(C=C1)OC)N=CC2)=O)C#N